O[C@@H](C(=O)[O-])C (R)-α-hydroxypropionate